BrC=1C=C(C=NC1)N1N=C(C=C(C1=O)CO)C(=O)N[C@H](C)C1=C(C(=CC=C1)C(F)(F)F)F |r| 1-(5-bromo-3-pyridyl)-5-(hydroxymethyl)-6-oxo-N-[rac-(1R)-1-[2-fluoro-3-(trifluoromethyl)phenyl]ethyl]pyridazine-3-carboxamide